(E)-Methyl 2-methylbutenoate C/C(/C(=O)OC)=C\C